(S)-N-(5-(2-Fluoroacetimidamido)-1-oxo-1-((pyridin-2-ylmethyl)amino)pentan-2-yl)-4-methoxy-[1,1'-biphenyl]-3-carboxamide FCC(NCCC[C@@H](C(NCC1=NC=CC=C1)=O)NC(=O)C=1C=C(C=CC1OC)C1=CC=CC=C1)=N